FC(C(C(=O)N1C[C@H]2OC3=C([C@@H]1C2)C=C(C=C3)C#N)(C)C)F (2S,5S)-4-(3,3-difluoro-2,2-dimethylpropanoyl)-2,3,4,5-tetrahydro-2,5-methano-1,4-benzoxazepine-7-carbonitrile